COC(C1=CC(=NC(=C1)SCC)N(C)C)=O 2-(dimethylamino)-6-(ethylthio)isonicotinic acid methyl ester